tert-butyl 3-amino-3-(2-hydroxyethyl)-2-({[(CIS)-4-phenylcyclohexyl]oxy}methyl)piperidine-1-carboxylate NC1(C(N(CCC1)C(=O)OC(C)(C)C)CO[C@@H]1CC[C@@H](CC1)C1=CC=CC=C1)CCO